3-amino-6-(1-methyl-1H-pyrazol-4-yl)pyrazin-2-ol NC=1C(=NC(=CN1)C=1C=NN(C1)C)O